(2R,3S)-3-((6-fluoro-2-(2-methoxy-7-methylquinoxalin-5-yl)thiazolo[5,4-b]pyridin-5-yl)oxy)butan-2-yl (6-(((1-(hydroxymethyl)cyclobutyl)methyl)carbamoyl)pyridin-3-yl)carbamate OCC1(CCC1)CNC(=O)C1=CC=C(C=N1)NC(O[C@H](C)[C@H](C)OC1=C(C=C2C(=N1)SC(=N2)C2=C1N=CC(=NC1=CC(=C2)C)OC)F)=O